acryloyloxytetradecylethyldimethoxysilane C(C=C)(=O)OCCCCCCCCCCCCCC[Si](OC)(OC)CC